m-diisopropylbenzene Dihydroxide [OH-].[OH-].C(C)(C)C1=CC(=CC=C1)C(C)C